1-fluoro-N-(6-(thiazolo[4,5-b]pyridin-6-yl)imidazo[1,2-a]pyridin-2-yl)cyclopropane-1-carboxamide FC1(CC1)C(=O)NC=1N=C2N(C=C(C=C2)C=2C=C3C(=NC2)N=CS3)C1